COC1=C(C=C(C2=C1OC(=C(C2=O)O)C3=CC=C(C=C3)O)O)O The molecule is a 7-hydroxyflavonol that is kaempferol substituted by a methoxy group at position 8. It has a role as a plant metabolite. It is a tetrahydroxyflavone, a 7-hydroxyflavonol and a monomethoxyflavone. It derives from a kaempferol.